C(=O)(O)CCC(C(=O)O)=C.C(C=C)(=O)OCCC(=O)O beta-carboxyethyl acrylate (beta-carboxyethyl acrylate)